CC1C(CCC(C1)CC1CC(C(CC1)N)C)N 2,2'-dimethyl-4,4'-methylenebis-(cyclohexylamine)